chloro-2,6-difluorobenzaldehyde ClC=1C(=C(C=O)C(=CC1)F)F